FC1=C(C=C(CC=2NC(=NN2)C(=O)OCC)C=C1)C(F)(F)F ethyl 5-(4-fluoro-3-trifluoromethylbenzyl)-4H-1,2,4-triazole-3-carboxylate